COC[C@@]1(NC2=C(NC1=O)C=NC1=C2C=CN1)C (S)-2-(Methoxymethyl)-2-methyl-1,2,4,7-tetrahydro-3H-pyrrolo[3',2':5,6]pyrido[3,4-b]pyrazine-3-one